4-(hydroxymethyl)-1,2,3-oxathiazolidine 2,2-dioxide OCC1NS(OC1)(=O)=O